N-Methyl-L-valine CN[C@@H](C(C)C)C(=O)O